Boc-D-Methioninol C(=O)(OC(C)(C)C)N[C@H](CCSC)CO